CN(CCCC1OCOC1)C 4-(3-dimethylaminopropyl)-[1,3]-dioxolane